N1N=CC2=C(C=CC=C12)CN1N=CC2=C(C1=O)N(C1=C2SC(=N1)C(C(=O)OC)C(=O)OC)C dimethyl 2-(6-((1H-indazol-4-yl)methyl)-4-methyl-5-oxo-5,6-dihydro-4H-thiazolo[5',4':4,5]pyrrolo[2,3-d]pyridazin-2-yl)malonate